(E)-N-(tert-butyl)-2-oxo-6-(3-oxo-3-(4-(thiazol-2-ylmethyl)-5,6-dihydropyridin-1(2H)-yl)prop-1-en-1-yl)-2,4-dihydro-1H-spiro[[1,8]naphthyridine-3,4'-piperidine]-1'-carboxamide C(C)(C)(C)NC(=O)N1CCC2(CC1)C(NC1=NC=C(C=C1C2)\C=C\C(N2CC=C(CC2)CC=2SC=CN2)=O)=O